C(C)(C)(C)OC([C@@H](CC=1C=C(C2=C(C=CO2)C1)C=O)[C@@H]1CN(CC1)C(=O)OC(C)(C)C)=O tert-butyl (R)-3-((S)-1-(tert-butoxy)-3-(7-formylbenzofuran-5-yl)-1-oxopropan-2-yl)pyrrolidine-1-carboxylate